carboxy-metabisulfite C(=O)(O)OS(=O)(=O)S(=O)[O-]